(4z,6e)-4,6-undecadienyl acetate C(C)(=O)OCCC\C=C/C=C/CCCC